The molecule is an organophosphate oxoanion arising from deprotonation of the phosphate OH groups of 4-amino-2-methyl-5-phosphooxymethylpyrimidine; major species at pH 7.3. It has a role as a Saccharomyces cerevisiae metabolite. It is a conjugate base of a 4-amino-2-methyl-5-phosphooxymethylpyrimidine. CC1=NC=C(C(=N1)N)COP(=O)([O-])[O-]